6-((3-Methyl-1H-pyrazolo[3,4-b]pyridin-5-yl)methyl)-N-(3-(2-(pyrrolidin-1-yl)ethoxy)-5-(trifluoromethyl)phenyl)-4,5,6,7-tetrahydrothieno[2,3-c]pyridin-3-carboxamid CC1=NNC2=NC=C(C=C21)CN2CC1=C(CC2)C(=CS1)C(=O)NC1=CC(=CC(=C1)C(F)(F)F)OCCN1CCCC1